C(C1=CC=CC=C1)C1=C(C(NC2=CC=C(C=C12)Cl)=O)C1=NNC(C1)C1=CC=C(C=C1)C1=CC=C(C=C1)Cl 4-benzyl-6-chloro-3-[5-[4-(4-chlorophenyl)phenyl]-4,5-dihydro-1H-pyrazol-3-yl]-1H-quinolin-2-one